C(CC(C)CCCC(C)CCCC(C)CCCC(C)C)CO phytanyl-methanol